BrC=1C=CC=C2N=CC(=NC12)C=1C=NN(C1)C1CCN(CC1)C(C(CCC(=O)NCC=1C=C2CN(C(C2=CC1)=O)C1C(NC(CC1)=O)=O)(F)F)=O 5-(4-(4-(8-bromoquinoxalin-2-yl)-1H-pyrazol-1-yl)piperidin-1-yl)-N-((2-(2,6-dioxopiperidin-3-yl)-1-oxoisoindolin-5-yl)methyl)-4,4-difluoro-5-oxopentanamide